BrC1=CN=C2N1CCN(C2)C(=O)OC(C)(C)C t-butyl 3-bromo-5,6-dihydroimidazo[1,2-a]pyrazine-7(8H)-carboxylate